ClC=1C=C(OC2CCC(CC2)NC(=O)C=2N=NC(=CC2)N2CCN(CC2)CC2=CC=C(C=C2)C2C(NC(CC2)=O)=O)C=CC1C#N N-((1r,4r)-4-(3-chloro-4-cyanophenoxy)cyclohexyl)-6-(4-(4-(2,6-dioxopiperidin-3-yl)benzyl)piperazin-1-yl)pyridazine-3-carboxamide